2-(2-methoxyethyl)pyridine-3-carboxylic acid COCCC1=NC=CC=C1C(=O)O